7-bromo-4-(3-bromopropyloxy)-2H-chromen-2-one BrC1=CC=C2C(=CC(OC2=C1)=O)OCCCBr